BrC(C(=O)OC)COC methyl 2-bromo-3-methoxy-propanoate